2-(5-vinyl-5-methyloxacyclopent-2-yl)propan-2-ol ethyl-(2S)-2-(4-methylcyclohexyl)-2-[[2-(2-methylsulfinylethyl)pyrazole-3-carbonyl]amino]acetate C(C)[C@](C(=O)OC(C)(C)C1OC(CC1)(C)C=C)(NC(=O)C=1N(N=CC1)CCS(=O)C)C1CCC(CC1)C